1-(5-chlorobicyclo[4.2.0]oct-1(6),2,4-trien-2-yl)-2-phenylprop-2-en-1-one ClC1=CC=C(C=2CCC12)C(C(=C)C1=CC=CC=C1)=O